6-Chloro-3-((1-(2-(4-(cyclopropanecarbonyl)piperazin-1-yl)-3,6-dimethyl-4-oxo-3,4-dihydroquinazolin-8-yl)ethyl)amino)picolinic acid ClC1=CC=C(C(=N1)C(=O)O)NC(C)C=1C=C(C=C2C(N(C(=NC12)N1CCN(CC1)C(=O)C1CC1)C)=O)C